C(CCCCC)NC(S)=S.[Na] sodium N-hexyl-dithiocarbamic acid